2-(Piperidin-1-yl)pyrimidin-4-amine N1(CCCCC1)C1=NC=CC(=N1)N